2-[5-(Aminomethyl)-3,3-difluoro-1-piperidyl]-N-(5-cyclopropyl-1H-pyrazol-3-yl)pyrimidin-4-amine NCC1CC(CN(C1)C1=NC=CC(=N1)NC1=NNC(=C1)C1CC1)(F)F